C(C)(C)(C)OC(=O)N1CCN(CC1)C=1C=CC(=NC1)NC=1C=CC(=C2CN(C(C12)=O)C(=O)OC(C)(C)C)B1OC(C(O1)(C)C)(C)C tert-butyl 7-((5-(4-(tert-butoxycarbonyl)piperazin-1-yl)pyridin-2-yl) amino)-1-oxo-4-(4,4,5,5-tetramethyl-1,3,2-dioxaborolan-2-yl)isoindoline-2-carboxylate